COC=1C=C2[C@]3(C(NC2=CC1)=O)[C@@H](C3)C3=CC=C1C(=NNC1=C3)NC3=NC(=NC(=C3OC)N3CCOCC3)C(C)C (1R,2S)-5'-methoxy-2-(3-{[5-methoxy-6-(morpholin-4-yl)-2-(propan-2-yl)pyrimidin-4-yl]amino}-1H-indazol-6-yl)spiro[cyclopropane-1,3'-indol]-2'(1'H)-one